N1(CCCCC1)CCNC(=O)C1=CC2=C(N=CN2)C=C1 benzoimidazole-5-carboxylic acid (2-piperidin-1-yl-ethyl)-amide